Cl.CN1C(OC2=C1C=CC(=C2)C2C[NH2+]CCC2)=O 3-methyl-6-piperidin-1-ium-3-yl-1,3-benzoxazol-2-one hydrochloride